C(C)(C)(C)OC(=O)N(C(OC(C)(C)C)=O)C1=C2N=CN(C2=NC=N1)CC1=CC(=NC=C1N1CC(CCC1)(C(NC)=O)O)C1=CC(=C(C=C1)F)F tert-butyl (tert-butoxycarbonyl)(9-((2-(3,4-difluorophenyl)-5-(3-hydroxy-3-(methylcarbamoyl)piperidin-1-yl)pyridin-4-yl)methyl)-9H-purin-6-yl)carbamate